4-bromobicyclo[4.2.0]Oct-1(6),2,4-trien-7-one BrC=1C=CC=2CC(C2C1)=O